FC=1C=C(C(=NC1NC1=CC2=C(N(C(N2CCC(C)O)=O)C)C=C1)N1C[C@H]([C@@H]([C@H](C1)C)F)CCO)C#N 5-Fluoro-2-[(3R,4R,5S)-4-fluoro-3-(2-hydroxyethyl)-5-methyl-1-piperidyl]-6-[[3-(3-hydroxybutyl)-1-methyl-2-oxo-benzimidazol-5-yl]amino]pyridine-3-carbonitrile